C(C1=CC=CC=C1)[N+](=CCC\C=C/CC)[O-] (4Z)-N-benzylhept-4-en-1-imine oxide